(R)-2-(3-((4-(2-(ethoxymethoxy)-4-(propyn-1-yl)phenyl)phthalazin-1-yl)amino)piperidin-1-yl)ethyl acetate C(C)(=O)OCCN1C[C@@H](CCC1)NC1=NN=C(C2=CC=CC=C12)C1=C(C=C(C=C1)C#CC)OCOCC